4-(3-aminopropyl)-2-(2,6-dioxopiperidin-3-yl)isoindole-1,3-dione NCCCC1=C2C(N(C(C2=CC=C1)=O)C1C(NC(CC1)=O)=O)=O